(2-(ethyl-(isopropyl)carbamoyl)-4-fluorophenoxy)pyrimidine 1-oxide C(C)N(C(=O)C1=C(OC2=[N+](C=CC=N2)[O-])C=CC(=C1)F)C(C)C